5-(4-bromophenyl)-2-furoic acid BrC1=CC=C(C=C1)C1=CC=C(O1)C(=O)O